(S)-1-(4-(4-(3-aminopiperidin-1-yl)-6-((2-(2-fluoro-6-methoxyphenyl)pyrimidin-4-yl)amino)pyridin-3-yl)-1H-pyrazol-1-yl)-2-methylpropan-2-ol hydrochloride Cl.N[C@@H]1CN(CCC1)C1=C(C=NC(=C1)NC1=NC(=NC=C1)C1=C(C=CC=C1OC)F)C=1C=NN(C1)CC(C)(O)C